C(C)OC(/C(=C/C1=NC=CC=C1)/F)=O.NC1=NC=NN2C1=C(C=C2C2CC(N(C2)C(C=C)=O)COC)C#CC2=CC(=CC(=C2)OC)OC 1-(4-[4-amino-5-[2-(3,5-dimethoxyphenyl)ethynyl]pyrrolo[2,1-f][1,2,4]triazin-7-yl]-2-(methoxymethyl)pyrrolidin-1-yl)prop-2-en-1-one ethyl-(Z)-2-fluoro-3-(pyridin-2-yl)acrylate